N-[(2S,3R)-2-({3-[(2-Chloro-5-methylpyrimidin-4-yl)oxy]-2-fluorophenyl}methyl)-4,4-difluoro-1-L-prolylpyrrolidin-3-yl]methanesulfonamide hydrochloride Cl.ClC1=NC=C(C(=N1)OC=1C(=C(C=CC1)C[C@@H]1N(CC([C@@H]1NS(=O)(=O)C)(F)F)C([C@H]1NCCC1)=O)F)C